2,2'-diamino-6,6'-bibenzobisthiazole NC=1SC2=C(N1)C=CC(=C2)C2=CC1=C(N=C(S1)N)C=C2